4-((1r,4r)-4-aminocyclohexyloxy)-2-chlorobenzonitrile NC1CCC(CC1)OC1=CC(=C(C#N)C=C1)Cl